N(=[N+]=[N-])[C@H]1C[C@H]([C@@H](CC1)C(=O)OC)OC Methyl (1R,2R,4R)-4-azido-2-methoxycyclohexanecarboxylate